6-((5,8-difluoro-1,4-dioxo-1,4-dihydronaphthalen-2-yl)methyl)-3-fluoropicolinonitrile FC1=C2C(C=C(C(C2=C(C=C1)F)=O)CC1=CC=C(C(=N1)C#N)F)=O